tert-Butyl (2S,4S)-2-methyl-4-(4-methylpiperazin-1-yl)pyrrolidine-1-carboxylate C[C@@H]1N(C[C@H](C1)N1CCN(CC1)C)C(=O)OC(C)(C)C